O=C1NC(CCC1N1C(C2=CC=CC(=C2C1=O)N(CC(=O)NCCCCCCC(=O)OC)C)=O)=O methyl 7-[[2-[[2-(2,6-dioxo-3-piperidyl)-1,3-dioxo-isoindolin-4-yl]-methyl-amino]acetyl]amino]heptanoate